(R)-2-[[5-(ethylsulfonimidoyl)-6-[7-methyl-3-(trifluoromethyl)imidazo[4,5-c]pyridazin-6-yl]-3-pyridyl]oxy]-2-methyl-propanenitrile C(C)[S@](=O)(=N)C=1C=C(C=NC1C1=NC2=C(N=NC(=C2)C(F)(F)F)N1C)OC(C#N)(C)C